ClC1=NC(=CC(=C1)C1=NC=C(C=C1C(=O)O)C#N)Cl 2',6'-Dichloro-5-cyano-[2,4'-bipyridine]-3-carboxylic acid